O[C@H](COC1=CC=C(C(=O)OCC2=CC=CC=C2)C=C1)CN1N=CC=N1 (S)-benzyl 4-(2-hydroxy-3-(2H-1,2,3-triazol-2-yl)propoxy)benzoate